3-(4-(5-(4-((3-benzyl-9-methyl-4H,6H-thieno[2,3-e][1,2,4]triazolo[3,4-c][1,4]oxazepin-2-yl)ethynyl)-1H-pyrazol-1-yl)pent-1-yn-1-yl)-1-oxoisoindolin-2-yl)piperidine-2,6-dione C(C1=CC=CC=C1)C1=C(SC=2N3C(COCC21)=NN=C3C)C#CC=3C=NN(C3)CCCC#CC3=C2CN(C(C2=CC=C3)=O)C3C(NC(CC3)=O)=O